OC=1C(=NC=CC1OC)C(=O)N[C@H](C(=O)O[C@@H](C)C1(CC1)C1=CC=CC2=CC=CC=C12)C [(1S)-1-[1-(1-naphthyl)cyclopropyl] ethyl] (2S)-2-[(3-hydroxy-4-methoxy-pyridine-2-carbonyl)amino]propanoate